FC(C1=NC=CC(=N1)NC(=O)[C@H]1CC12CCN(CC2)C(=O)OC(C(F)(F)F)C(F)(F)F)(F)F 1,1,1,3,3,3-hexafluoropropan-2-yl (S)-1-((2-(trifluoromethyl)pyrimidin-4-yl)carbamoyl)-6-azaspiro[2.5]octane-6-carboxylate